N1(CCCC1)C1=C(N)C=CC=C1F 2-(pyrrolidin-1-yl)-3-fluoroaniline